NC1CN(CC1)C(=O)N1CCN(C2=CC=CC=C12)CC1=NC=CN=C1 (3-Aminopyrrolidin-1-yl)(4-(pyrazin-2-ylmethyl)-3,4-dihydroquinoxalin-1(2H)-yl)methanone